3-(3,4-dichlorophenyl)-3-(quinoxalin-6-yl)prop-2-en-1-one ClC=1C=C(C=CC1Cl)C(=CC=O)C=1C=C2N=CC=NC2=CC1